[N+](=O)([O-])N1N=CC2=CC(=CC=C12)OC1=NC=C(C=C1)C(F)(F)F Nitro-5-((5-(trifluoromethyl)pyridin-2-yl)oxy)-1H-indazole